ClC=1C=C2N(C(N1)=O)CC1(N2CCC1)CC 3-Chloro-8a-ethyl-7,8,8a,9-tetrahydro-1H,6H-pyrrolo[1',2':3,4]imidazo[1,2-c]pyrimidin-1-one